3-((5-methoxy-2-((2-(difluoromethoxy)-4-(4-(4-methylpiperazin-1-yl)piperidin-1-yl)phenyl)amino)pyrimidin-4-yl)amino)thiophene-2-carboxamide COC=1C(=NC(=NC1)NC1=C(C=C(C=C1)N1CCC(CC1)N1CCN(CC1)C)OC(F)F)NC1=C(SC=C1)C(=O)N